BrC1=CC=C(C=C1)N(C1=CC=C(C=C1)C1=CC2=CC=CC=C2C=C1)C1=CC=C(C=C1)C1=CC=CC2=CC=CC=C12 (4-bromophenyl)-{4-(naphthalene-1-yl)-phenyl}-{4-(naphthalene-2-yl)-phenyl}-amine